C1(=CC=CC=C1)N1C2=CC=CC=C2C=2C=C(C=CC12)C1=CC=C(C=C1)NC1=CC=C(C=C1)C1=CC=CC=C1 N-(4-(9-phenylcarbazol-3-yl)phenyl)biphenyl-4-amine